COC=1C=CC=2N(C1)N=CC2C(=O)N2[C@@H](C1=C(CC2)NC=N1)C1=NN2C(C(=CC=C2)C)=C1 (S)-(6-methoxypyrazolo[1,5-a]pyridin-3-yl)(4-(4-methylpyrazolo[1,5-a]pyridin-2-yl)-6,7-dihydro-1H-imidazo[4,5-c]pyridin-5(4H)-yl)methanone